C1CCC12OCCC(C2)C(N2C[C@@H]1[C@H](C2)CC(C1)NC=1N=NC(=CC1)C=1C(=NC=CC1)C(F)(F)F)([2H])[2H] (3aR,5s,6aS)-2-((5-oxaspiro[3.5]nonan-8-yl)methyl-d2)-N-(6-(2-(trifluoromethyl)pyridin-3-yl)pyridazin-3-yl)octahydrocyclopenta[c]pyrrol-5-amine